(S)-3-(3-bromophenyl)-2-((R)-1-(tert-butyloxycarbonyl)pyrrolidin-3-yl)propanoic acid-3,3-d2 BrC=1C=C(C=CC1)C([C@H](C(=O)O)[C@@H]1CN(CC1)C(=O)OC(C)(C)C)([2H])[2H]